Biphenyl-4-yl-(6-bromo-[1,1':4',1'']terphenyl-3-yl)-(4-phenanthrene-9-yl-phenyl)-amine C1(=CC=C(C=C1)N(C1=CC=C(C=C1)C=1C2=CC=CC=C2C=2C=CC=CC2C1)C=1C=C(C(=CC1)Br)C1=CC=C(C=C1)C1=CC=CC=C1)C1=CC=CC=C1